tert-butyl 4-[6-(trifluoromethylsulfonyloxy)pyridazin-3-yl]piperidine-1-carboxylate FC(S(=O)(=O)OC1=CC=C(N=N1)C1CCN(CC1)C(=O)OC(C)(C)C)(F)F